CN(CCC1CCN(CC1)C(=O)OC(C)(C)C)C tert-Butyl 4-(2-(dimethylamino)ethyl)piperidine-1-carboxylate